NC/C(/COC1=CC=C(C=C1)S(=O)(=O)CC=1C=CC(N(N1)C(C)C)=O)=C\F (E)-6-(((4-((2-(aminomethyl)-3-fluoroallyl)oxy)phenyl)sulfonyl)methyl)-2-isopropylpyridazin-3(2H)-one